N-(3-chloro-5-(methylsulfonyl)phenyl)-4-(3-chloro-5-methoxypyridin-2-yl)-5-methylthiophene-2-carboxamide ClC=1C=C(C=C(C1)S(=O)(=O)C)NC(=O)C=1SC(=C(C1)C1=NC=C(C=C1Cl)OC)C